2-(1-prop-2-enyloxyethyl)oxirane C(C=C)OC(C)C1OC1